7-(2-methoxyphenyl)-1-methyl-2-oxo-1,2,3,4-tetrahydro-[1,4]diazepine COC1=C(C=CC=C1)C1=CCNCC(N1C)=O